N-cyclobutyl-4-[5-methyl-4-(2-oxo-2,3-dihydro-benzooxazol-5-ylamino)-pyrimidin-2-ylamino]-benzamide C1(CCC1)NC(C1=CC=C(C=C1)NC1=NC=C(C(=N1)NC=1C=CC2=C(NC(O2)=O)C1)C)=O